dimethyl 4,4'-disulfanediylbis(3-methoxy-5-nitrobenzoate) S(SC1=C(C=C(C(=O)OC)C=C1[N+](=O)[O-])OC)C1=C(C=C(C(=O)OC)C=C1[N+](=O)[O-])OC